C(C)N1N=C2C=CC(=CC2=C1)C(=O)O 2-ethyl-2H-indazole-5-carboxylic Acid